(E)-3-(3-(2-trifluoromethylphenyl)acryloyl)oxazolidin-2-one-4,4,5,5-d4 FC(C1=C(C=CC=C1)/C=C/C(=O)N1C(OC(C1([2H])[2H])([2H])[2H])=O)(F)F